Terbium(IV) fluoride [F-].[Tb+4].[F-].[F-].[F-]